CC1OC=CC(=C1)C 2,4-dimethylpyran